arachidylacetic acid C(CCCCCCCCCCCCCCCCCCC)CC(=O)O